2-fluoro-6-formyl-4-(3-(4-(pyrrolidin-1-yl)phenyl)-1,2,4-thiadiazol-5-yl)phenyl pyrrolidine-1-carboxylate N1(CCCC1)C(=O)OC1=C(C=C(C=C1C=O)C1=NC(=NS1)C1=CC=C(C=C1)N1CCCC1)F